3-((chlorotriphenyl-λ5-phosphaneyl)methyl)isoxazole ClP(C1=CC=CC=C1)(C1=CC=CC=C1)(C1=CC=CC=C1)CC1=NOC=C1